tert-Butyl (3S)-3-methyl-6-[2-(1,2,2,6,6-pentamethyl-4-piperidyl)indazol-5-yl]-3,4-dihydro-2H-pyridine-1-carboxylate C[C@@H]1CN(C(=CC1)C1=CC2=CN(N=C2C=C1)C1CC(N(C(C1)(C)C)C)(C)C)C(=O)OC(C)(C)C